tert-butyl (6aR)-4-chloro-1-(1,4-dimethyl-1H-pyrazol-5-yl)-3-(2-fluoro-6-methoxyphenyl)-12-oxo-6a,7,9,10-tetrahydro-12H-pyrazino[2,1-c]pyrido[3,4-f][1,4]oxazepine-8(6H)-carboxylate ClC1=C(N=C(C=2C(N3[C@@H](COC21)CN(CC3)C(=O)OC(C)(C)C)=O)C3=C(C=NN3C)C)C3=C(C=CC=C3OC)F